C1CN(C2=CC=CC=C21)O Hydroxyindoline